C1=C(C=CC2=CC=CC=C12)C(=O)[O-].[Cu+2].C1=C(C=CC2=CC=CC=C12)C(=O)[O-] copper β-naphthoate